ClC1=C2/C(/C(NC2=CC=C1)=O)=N/NC(NC1=C(C=CC=C1)OC)=S (Z)-2-(4-chloro-2-oxoindoline-3-ylidene)-N-(2-methoxyphenyl)hydrazinecarbothioamide